C[C@@H](C1=C([CH-]C=C1)P(C2CCCCC2)C3CCCCC3)P(C(C)(C)C)C(C)(C)C.[CH-]1C=CC=C1.[Fe+2] (R)-1-[(SP)-2-(dicyclohexylphosphino)ferrocenyl]ethyldi-tert-butylphosphine